5-(4''-((2-Ethyl-5,7-dimethyl-3H-imidazo[4,5-b]pyridin-3-yl)methyl)-[1,1':3',1''-terphenyl]-4'-yl)-1,3,4-oxadiazole-2(3H)-thione C(C)C1=NC=2C(=NC(=CC2C)C)N1CC1=CC=C(C=C1)C=1C=C(C=CC1C1=NNC(O1)=S)C1=CC=CC=C1